(S)-2-(4-(4-chlorophenyl)-2,3,9-trimethyl-6H-thieno[3,2-f][1,2,4]triazolo[4,3-a][1,4]diazepin-6-yl)-N-(2-(2-((5-(2-oxoindolin-5-yl)pyridin-2-yl)oxy)ethoxy)ethyl)acetamide ClC1=CC=C(C=C1)C1=N[C@H](C=2N(C3=C1C(=C(S3)C)C)C(=NN2)C)CC(=O)NCCOCCOC2=NC=C(C=C2)C=2C=C3CC(NC3=CC2)=O